(R)-N-(3,3-difluoro-1-methylpiperidin-4-yl)-5-(1-(2,2-difluoroethyl)-1H-benzo[d][1,2,3]triazol-6-yl)-6-fluoro-4-(methoxy-d3)pyrrolo[2,1-f][1,2,4]triazin-2-amine FC1(CN(CC[C@H]1NC1=NN2C(C(=N1)OC([2H])([2H])[2H])=C(C(=C2)F)C=2C=CC1=C(N(N=N1)CC(F)F)C2)C)F